trimellitic acid trivinylester C(=C)OC(C=1C(C(=O)OC=C)=CC(C(=O)OC=C)=CC1)=O